4-(benzyloxy)-3-chloro-2-fluoroaniline C(C1=CC=CC=C1)OC1=C(C(=C(N)C=C1)F)Cl